6-iodo-7-methoxy-2-oxo-2H-chromene IC=1C=C2C=CC(OC2=CC1OC)=O